4-((4-((3,4-dichloro-2-fluorophenyl)amino)-7-methoxy-2-methylquinazolin-6-yl)oxy)piperidine-1-carboxylic acid tert-butyl ester C(C)(C)(C)OC(=O)N1CCC(CC1)OC=1C=C2C(=NC(=NC2=CC1OC)C)NC1=C(C(=C(C=C1)Cl)Cl)F